Cyclopentyl-(3-fluoro-2-methoxypyridin-4-yl)methanol C1(CCCC1)C(O)C1=C(C(=NC=C1)OC)F